bis(tert-butyldiphenylsilyl)magnesium [Si](C1=CC=CC=C1)(C1=CC=CC=C1)(C(C)(C)C)[Mg][Si](C1=CC=CC=C1)(C1=CC=CC=C1)C(C)(C)C